C(C)(CC)C1C(NC2=C(CN1C(=N)NO)C=CC=C2)=O 3-(sec-butyl)-N-hydroxy-2-oxo-1,2,3,5-tetrahydro-4H-benzo[1,4]diazepine-4-carboxamidine